tert-butyl {trans-4-[2-(methylsulfonyl)vinyl]cyclohexyl}carbamate CS(=O)(=O)C=C[C@@H]1CC[C@H](CC1)NC(OC(C)(C)C)=O